4,4-dicyano-3-cyclohexyl-5-phenyl-pyrrolidine-2-carboxylic acid methyl ester COC(=O)C1NC(C(C1C1CCCCC1)(C#N)C#N)C1=CC=CC=C1